ClC1=C(C=NNC1=O)N1C[C@@H](CC1)OC1=NC=CC(=C1)C1=C(C=C(C=C1)NC(=O)C1CCCC1)F (R)-N-(4-(2-((1-(5-chloro-6-oxo-1,6-dihydropyridazin-4-yl)pyrrolidin-3-yl)oxy)pyridin-4-yl)-3-fluorophenyl)cyclopentanecarboxamide